7-bromo-1-methyl-2-((2-oxopyrrolidin-1-yl)methyl)-1H-imidazo[4,5-d]thieno[3,2-b]pyridine 5-oxide BrC1=CC2=[N+](C=C3C(=C2S1)N(C(=N3)CN3C(CCC3)=O)C)[O-]